1-{6-[methyl(piperidin-4-yl)amino]pyridin-2-yl}-2-(prop-2-en-1-yl)-6-{[1-(propan-2-yl)-1H-pyrazol-4-yl]amino}-1H,2H,3H-pyrazolo[3,4-d]pyrimidin-3-one CN(C1=CC=CC(=N1)N1N(C(C=2C1=NC(=NC2)NC=2C=NN(C2)C(C)C)=O)CC=C)C2CCNCC2